BrC=1C=C(C=CC1OCOC)[N+](=O)[O-] 3-bromo-4-(methoxymethoxy)nitrobenzene